N1(CCCCC1)C(=O)ONC(=O)N(C1=NC=C(C(=C1)C1=C2N(N=C1)CC(C2)(C)C)Cl)C(C)(C)C (3-(5-chloro-4-(5,5-dimethyl-5,6-dihydro-4H-pyrrolo[1,2-b]pyrazol-3-yl) pyridin-2-yl) tert-butylureido) piperidine-1-carboxylate